6-N-[(1-aminocyclopropyl)methyl]-4-N-[(2,4-difluorophenyl)methyl]-1-methylpyrazolo[3,4-d]pyrimidine-4,6-diamine NC1(CC1)CNC1=NC(=C2C(=N1)N(N=C2)C)NCC2=C(C=C(C=C2)F)F